CN(C(=O)[C@@]1(CN(CC[C@H]1NC(=O)C1=NOC(=C1)C1=C(C=C(C=C1)F)F)C1CCCCC1)C)C (3R,4R)-1-cyclohexyl-4-{[5-(2,4-difluoro-phenyl)-isoxazole-3-carbonyl]-amino}-3-methyl-piperidine-3-carboxylic acid dimethylamide